C(CCCCCC\C=C\C=C/C)=O (E,Z)-8,10-Dodecadienal